4-[3-(3-Ethoxy-4-hydroxyphenyl)prop-2-enoyl]benzonitrile C(C)OC=1C=C(C=CC1O)C=CC(=O)C1=CC=C(C#N)C=C1